2-(6-chloro-1H-benzo[d][1,2,3]triazol-1-yl)-N-(4-(((6-cyclopropylimidazo[1,2-a]pyridin-2-yl)methyl)amino)pyridin-2-yl)acetamide ClC=1C=CC2=C(N(N=N2)CC(=O)NC2=NC=CC(=C2)NCC=2N=C3N(C=C(C=C3)C3CC3)C2)C1